C1(CC1)S(=O)(=N)C1=CC(=C(C=C1)NC(C1=NC(=CC=C1)OCCC(F)(F)F)=O)N1CCC2(CC2)CC1 N-(4-(cyclopropanesulfonimidoyl)-2-(6-azaspiro[2.5]octan-6-yl)phenyl)-6-(3,3,3-trifluoropropoxy)picolinamide